OCC1=CC=C(C=C1)NC=1N=CC2=C(N1)CN(CC2)C2=C(C1=C(OCCN1C(=O)OCCCC)N=C2)C butyl 7-(2-{[4-(hydroxymethyl)phenyl]amino}-5H,6H,7H,8H-pyrido[3,4-d]pyrimidin-7-yl)-8-methyl-1H,2H,3H-pyrido[2,3-b][1,4]oxazine-1-carboxylate